4-(2-(((1-methyl-1H-pyrazol-4-yl)methoxy)methyl)-6-(3-(m-tolyl)-1H-pyrazol-1-yl)pyrimidin-4-yl)morpholine CN1N=CC(=C1)COCC1=NC(=CC(=N1)N1CCOCC1)N1N=C(C=C1)C=1C=C(C=CC1)C